2-chloro-7,8-dihydro-1,6-naphthyridine ClC1=NC=2CCN=CC2C=C1